OC1=C(C(NC2=CC=C(N=C12)C)=O)C#N 4-hydroxy-6-methyl-2-oxo-1H-1,5-naphthyridine-3-carbonitrile